C(C)N1C(=NC2=C1C=CC=C2)C=O 1-ethylbenzimidazole-2-carbaldehyde